FC1(OC2=C(O1)C=CC(=C2)NC2=NC=C(C(=C2)N2N=NC(=C2)C(=O)OC)C)F methyl 1-(2-((2,2-difluorobenzo[d][1,3]dioxol-5-yl) amino)-5-methylpyridin-4-yl)-1H-1,2,3-triazole-4-carboxylate